ClC=1C=C(C=CC1)[C@@H](CO)NC(=O)C=1N=CN(C1)C1=NC(=NC=C1C)NC1CCC(CC1)O N-((S)-1-(3-chlorophenyl)-2-hydroxyethyl)-1-(2-(((1r,4S)-4-hydroxy-cyclohexyl)amino)-5-methyl-pyrimidin-4-yl)-1H-imidazole-4-carboxamide